O1COC2=C1C=CC(=C2)CCN 2-(benzo[d][1,3]dioxolan-5-yl)ethane-1-amine